C(C1=CC=CC=C1)N1CC(CCC1=O)C(=O)OC methyl 1-benzyl-6-oxo-piperidine-3-carboxylate